C(C)(C)(C)C1=C(C(=C(C=C1)C(C)C)C(C)C)C(C)(C)C bis-tert-butyl-di-isopropylbenzene